1-[2,3-Difluoro-4-(3,4,5-trifluorophenyl)phenyl]-4-(5-propyl-1,3-dioxan-2-yl)cyclohexanol FC1=C(C=CC(=C1F)C1=CC(=C(C(=C1)F)F)F)C1(CCC(CC1)C1OCC(CO1)CCC)O